CC1=C(C(=O)C2=CC=C(C=3C4=CC=CC=C4P(C23)=O)F)C(=CC(=C1)C)C 2,4,6-trimethylbenzoyl-9-oxo-4-fluoro-9-phosphafluorene